{8-bromo-[1,2,4]triazolo[1,5-a]pyridin-2-yl}methanol ethyl-8-bromo-[1,2,4]triazolo[1,5-a]pyridine-2-carboxylate C(C)C1=CC=C(C=2N1N=C(N2)C(=O)OCC2=NN1C(C(=CC=C1)Br)=N2)Br